2-(2-(5-bromo-1H-indazole-3-carboxamido)phenyl)acetic acid tert-butyl ester C(C)(C)(C)OC(CC1=C(C=CC=C1)NC(=O)C1=NNC2=CC=C(C=C12)Br)=O